[N+](=O)([O-])C1=CC2=C(CCN(CC2)C2COCC2)C=C1 7-Nitro-3-(tetrahydrofuran-3-yl)-2,3,4,5-tetrahydro-1H-benzo[d]azepine